6-(1-(2,2-difluoroethyl)-4-(4-fluorophenyl)-1H-imidazol-5-yl)-3-(difluoromethyl)imidazo[1,2-a]pyridine FC(CN1C=NC(=C1C=1C=CC=2N(C1)C(=CN2)C(F)F)C2=CC=C(C=C2)F)F